ClC=1C=C(C=CC1F)C=1C=C2CC(C(C2=CC1)NC(O[C@@H]1CN2CCC1CC2)=O)(C)C (S)-quinuclidin-3-yl (5-(3-chloro-4-fluorophenyl)-2,2-dimethyl-2,3-dihydro-1H-inden-1-yl)carbamat